3-trimethoxysilylpropyl-sulfonate CO[Si](CCCS(=O)(=O)[O-])(OC)OC